N-[8-{(tetrahydro-2H-pyran-3-yl)methoxy}quinolin-5-yl]acrylamide O1CC(CCC1)COC=1C=CC(=C2C=CC=NC12)NC(C=C)=O